2-[[2-(3,4-dimethoxyphenyl)ethyl]amino]-propanamide COC=1C=C(C=CC1OC)CCNC(C(=O)N)C